dimethyl (4-azido-2-(trifluoromethyl)benzoyl)aspartate N(=[N+]=[N-])C1=CC(=C(C(=O)N[C@@H](CC(=O)OC)C(=O)OC)C=C1)C(F)(F)F